2-(1,3-dimethyl-1H-pyrazol-4-yl)-1-p-toluenesulfonyl-1H-pyrrole CN1N=C(C(=C1)C=1N(C=CC1)S(=O)(=O)C1=CC=C(C)C=C1)C